N1C=NC2=C1C=CC(=C2)C2=C(C(=NC=C2)N2CC(CC2)(F)F)NC(=O)C=2C=NC(=NC2)C(C)C N-(4-(1H-benzo[d]imidazol-5-yl)-2-(3,3-di-fluoropyrrolidin-1-yl)-pyridin-3-yl)-2-isoprop-ylpyrimidine-5-carboxamide